(1-Iminoethyl)azanyl 2-[[(2S)-2-(1,4-dihydro-2,4-dioxo-3(2H)-quinazolinyl)-3-methyl-1-oxobutyl]amino]-4-methyl-S-thiazolecarboxylate O=C1NC2=CC=CC=C2C(N1[C@H](C(=O)NC=1S(C=C(N1)C)C(=O)ONC(C)=N)C(C)C)=O